(2S)-2-methyl-3-(6-methyl-[1,2,4]triazolo[4,3-a]pyridin-7-yl)propan-1-ol C[C@H](CO)CC1=CC=2N(C=C1C)C=NN2